ClC(C1=NC(=NC(=N1)C(Cl)(Cl)Cl)C=CC1=CC=C(C=C1)C)(Cl)Cl 2,4-bis(trichloromethyl)-6-[2-(4-methylphenyl)vinyl]-1,3,5-triazine